4-(4-hydroxybutyloxy)chalcone OCCCCOC1=CC=C(C=C1)\C=C\C(=O)C1=CC=CC=C1